2-((3,5-Difluoro-3'-(methoxy-d3)-[1,1'-biphenyl]-4-yl)(2-methoxy-2-oxoethyl)carbamoyl)cyclopent-1-ene-1-carboxylic acid FC=1C=C(C=C(C1N(C(=O)C1=C(CCC1)C(=O)O)CC(=O)OC)F)C1=CC(=CC=C1)OC([2H])([2H])[2H]